[2H]C(OC=1C=NC(=NC1)CO)([2H])[2H] [5-(trideuteriomethoxy)pyrimidin-2-yl]methanol